CCCCC/C=C\C/C=C\C/C=C\CCCCC(=O)OC[C@H](COP(=O)(O)OC[C@H](CO)O)OC(=O)CCC/C=C\C/C=C\C/C=C\C/C=C\CCCCC 1-(6Z,9Z,12Z-octadecatrienoyl)-2-(5Z,8Z,11Z,14Z-eicosatetraenoyl)-glycero-3-phospho-(1'-sn-glycerol)